but-2-yne-1,4-dioic acid C(C#CC(=O)O)(=O)O